ClC1=C(C=CC=C1)C1N(CC(C1)(F)F)C1=CC=C(C(=O)OC)C=C1 Methyl 4-(2-(2-chlorophenyl)-4,4-difluoropyrrolidin-1-yl)benzoate